NC(CN1C=C(C=2C=NC(=CC21)C=2C(=NNC2)Cl)C(=O)C2COC1=CC=C(C=C1C2)F)C [1-(2-Aminopropyl)-6-(3-chloro-1H-pyrazol-4-yl)pyrrolo[3,2-c]pyridin-3-yl]-(6-fluorochroman-3-yl)methanone